FC1(C(C1)C(=O)NC1=NC=C2C=C(C=3N(C2=C1)CCN3)C=3C=NC(=CC3C)[C@H](CC)O)F 2,2-difluoro-N-(4-{6-[(S)-1-hydroxypropyl]-4-methylpyridin-3-yl}-1H,2H-imidazo[1,2-a]1,6-naphthyridin-8-yl)cyclopropane-1-carboxamide